[O-]O.C(C)(C)C1=CC=C(C=C1)C(C)C p-diisopropylbenzene monohydroperoxide